N-(2-(azetidin-1-yl)ethyl)-3-(2-(4-(4-ethoxy-6-[(4-methoxyphenyl)methoxy]pyridin-3-yl)-2-fluorophenyl)acetamido)-5-(trifluoromethyl)benzamide N1(CCC1)CCNC(C1=CC(=CC(=C1)C(F)(F)F)NC(CC1=C(C=C(C=C1)C=1C=NC(=CC1OCC)OCC1=CC=C(C=C1)OC)F)=O)=O